NCC1(CCCC1)O 1-(aminomethyl)cyclopentane-1-ol